The molecule is a mannose phosphate that is D-mannose carrying a phosphate group at position 1. It has a role as a fundamental metabolite and a human metabolite. It derives from a D-mannopyranose. C([C@@H]1[C@H]([C@@H]([C@@H](C(O1)OP(=O)(O)O)O)O)O)O